(4,6-difluoro-7-butoxydibenzo[b,d]furan-3-yl)boronic acid FC1=C(C=CC2=C1OC1=C2C=CC(=C1F)OCCCC)B(O)O